N-(2-chloro-5-nitrophenyl)-4-cyano-2-methylbenzamide ClC1=C(C=C(C=C1)[N+](=O)[O-])NC(C1=C(C=C(C=C1)C#N)C)=O